CN1OC([C@H]2[C@H]1[C@@H](C[C@](C2)(C2=C(C=CC=C2)SC)C)C)(C)C |r| rac-(3aR,5R,7R,7aR)-1,3,3,5,7-pentamethyl-5-(2-(methylthio)phenyl)octahydrobenzo[c]isoxazole